phenylalanine-D8 [2H]C1=C(C(=C(C=C1)C([2H])([2H])[C@@]([2H])(C(=O)O)N([2H])[2H])[2H])[2H]